O[C@@H]1C[C@@H](CC1)OC1=CC(=CC(=N1)N1CC2(C=3C=NC(=CC31)NC(C)=O)CC2)C N-(1'-(6-(((1R,3S)-3-hydroxycyclopentyl)oxy)-4-methylpyridin-2-yl)-1',2'-dihydrospiro[cyclopropane-1,3'-pyrrolo[3,2-c]pyridin]-6'-yl)acetamide